O[C@H]1C[C@H](NC1)C(=O)O (2s,4s)-4-hydroxypyrrolidine-2-carboxylic acid